(5RS)-2-[3-Chloro-4-(trifluoromethoxy)benzyl]-5-(pyrrolidin-1-ylcarbonyl)-5,6,7,8-tetrahydro[1,2,4]triazolo[4,3-a]pyridin-3(2H)-one ClC=1C=C(CN2N=C3N([C@H](CCC3)C(=O)N3CCCC3)C2=O)C=CC1OC(F)(F)F |r|